NC(C(=O)OCCCC)CC aminobutyric acid, butyl ester